2-methylimino-1,3-dimethylimidazolidine CN=C1N(CCN1C)C